C(C(C)C)C=1N=CC2=C(N1)NC=C2C2=CC1=C(N=C(S1)C)C=C2 6-(2-isobutyl-7H-pyrrolo[2,3-d]pyrimidin-5-yl)-2-methylbenzo[d]thiazole